C(C)SC=1C=C(C=[N+](C1C=1C=C2C=CC(N(C2=CN1)CC(F)(F)F)=O)[O-])C1(CC1)C#N 1-[5-ethylsulfanyl-1-oxido-6-[2-oxo-1-(2,2,2-trifluoroethyl)-1,7-naphthyridin-6-yl]pyridin-1-ium-3-yl]cyclopropanecarbonitrile